5'-((2,2'-dichloro-[1,1'-biphenyl]-3,3'-diyl)bis(4-oxopyrrolo[2,1-f][1,2,4]triazine-6,3(4H)-diyl))bis(4-hydroxypentanoic acid) ClC1=C(C=CC=C1C=1C=C2C(N(C=NN2C1)C(C(=O)O)CC(C)O)=O)C1=C(C(=CC=C1)C=1C=C2C(N(C=NN2C1)C(C(=O)O)CC(C)O)=O)Cl